4-(((1-cyclohexyl-1,6-dihydrodipyrrolo[2,3-b:2',3'-d]Pyridin-2-yl)methyl)amino)benzonitrile C1(CCCCC1)N1C(=CC=2C1=C1C(=NC2)NC=C1)CNC1=CC=C(C#N)C=C1